N1=CC(=CC=C1)CCC(=O)O 3-(3-pyridinyl)propionic acid